tert-butyl 4-((1r,4r)-4-(5-amino-6-isopropoxy-1-oxoisoindolin-2-yl)cyclohexyl)piperazine-1-carboxylate NC=1C=C2CN(C(C2=CC1OC(C)C)=O)C1CCC(CC1)N1CCN(CC1)C(=O)OC(C)(C)C